FC(C(=O)O)(F)F.NCC(CN1N=NN(C1=O)CC1=CC(=CC=C1)C1=CC=C(C=C1)S(=O)(=O)C)=C(F)F 1-[2-(aminomethyl)-3,3-difluoro-allyl]-4-[[3-(4-methylsulfonylphenyl)phenyl]methyl]tetrazol-5-one trifluoroacetate